FC=1C=C(C=CC1F)C1=NN(C2=NC=CC=C21)C=2SC=C(N2)C(=O)O 2-(3-(3,4-difluorophenyl)-1H-pyrazolo[3,4-b]pyridin-1-yl)thiazole-4-carboxylic acid